6-Bromopteridin-4(3H)-one BrC=1N=C2C(NC=NC2=NC1)=O